Ethyl 5-(((1R)-1-(2-(2-((tert-butoxycarbonyl)amino)ethyl)-5-fluoro-2,3-dihydrobenzofuran-7-yl)ethyl)amino)pyrazolo[1,5-a]pyrimidine-3-carboxylate C(C)(C)(C)OC(=O)NCCC1OC2=C(C1)C=C(C=C2[C@@H](C)NC2=NC=1N(C=C2)N=CC1C(=O)OCC)F